N-[5-(3-Chloro-4-cyano-phenyl)-pyridin-3-yl]-1-phenyl-methanesulfonamide ClC=1C=C(C=CC1C#N)C=1C=C(C=NC1)NS(=O)(=O)CC1=CC=CC=C1